ClC1=NC=C(C(=N1)N1C=C(C2=CC=CC=C12)P(C)(C)=O)Cl (1-(2,5-dichloropyrimidin-4-yl)-1H-indol-3-yl)dimethylphosphine oxide